1-(6-bromo-2-methoxyquinoline-3-yl)-4-dimethylamino-1-phenyl-2-(1-naphthyl)-2-butanol BrC=1C=C2C=C(C(=NC2=CC1)OC)C(C(CCN(C)C)(O)C1=CC=CC2=CC=CC=C12)C1=CC=CC=C1